N-(4-(1-methyl-2-(methylthio)-5-(3-nitrophenyl)-1H-imidazol-4-yl)pyridin-2-yl)acetamide CN1C(=NC(=C1C1=CC(=CC=C1)[N+](=O)[O-])C1=CC(=NC=C1)NC(C)=O)SC